[3-[2-(dimethylamino)ethyl]indol-1-yl]-phenyl-methanone CN(CCC1=CN(C2=CC=CC=C12)C(=O)C1=CC=CC=C1)C